N-(3-chloro-2,4-difluorophenyl)-2,2,2-trifluoroacetamide ClC=1C(=C(C=CC1F)NC(C(F)(F)F)=O)F